O[C@H](C(=O)O)COC[C@H](C)NC=1C=NN(C(C1C(F)(F)F)=O)CC1=CC=C(C=C1)OC (S)-2-hydroxy-3-((S)-2-((1-(4-methoxybenzyl)-6-oxo-5-(trifluoromethyl)-1,6-Dihydropyridazin-4-yl)amino)propoxy)propionic acid